[2H]C([2H])([2H])C(C)C[C@@H](C(=O)O)N L-leucine-5,5,5-d3